(S)-N-((S)-1-(6-bromo-1-neopentyl-1H-pyrrolo[2,3-b]pyridin-3-yl)-2,2-difluoroethyl)-2-methylpropane-2-sulfinamide BrC1=CC=C2C(=N1)N(C=C2[C@@H](C(F)F)N[S@@](=O)C(C)(C)C)CC(C)(C)C